CC(C(=O)O)(C)C1=NC=C(C=N1)C 2-methyl-2-(5-methylpyrimidin-2-yl)propanoic acid